N-((1r,4R)-4-carbamoyl-cyclohexyl)-4-(3-((1r,3R,5S,7r)-3,5-dimethyladamantan-1-yl)ureido)-3-fluorobenzamide C(N)(=O)C1CCC(CC1)NC(C1=CC(=C(C=C1)NC(=O)NC12C[C@]3(C[C@](CC(C1)C3)(C2)C)C)F)=O